ClC1=CNC2=NC=C(C=C21)C=2C=C1CCN(CC1=C(C2)[C@H]2NCCOC2)C(=O)C2=NC(=NC(=C2)C)C (R)-(6-(3-chloro-1H-pyrrolo[2,3-b]pyridin-5-yl)-8-(morpholin-3-yl)-3,4-dihydroisoquinolin-2(1H)-yl)(2,6-dimethylpyrimidin-4-yl)methanone